C(C1=CC=CC=C1)N1[C@H]2CO[C@@H]([C@@H]1C2)C(=O)[O-] |r| rac-(1s,2s,5r)-6-benzyl-3-oxa-6-azabicyclo[3.1.1]heptane-2-carboxylate